O'-acetyl-tartaric acid C(C)(=O)OC(C(C(C(=O)O)O)O)=O